The molecule is a dioxo monocarboxylic acid that is the 4,5-dihydroxy-2,6-dioxo derivative of hexanoic acid having (4S,5S)-configuration. It is a dioxo monocarboxylic acid, a dihydroxy monocarboxylic acid and an aldehyde. It derives from a hexanoic acid. It is a conjugate acid of a (4S,5S)-4,5-dihydroxy-2,6-dioxohexanoate. C([C@@H]([C@@H](C=O)O)O)C(=O)C(=O)O